Tert-butyl 9-(3-(benzyl (methyl) amino) propyl)-3-azaspiro[5.5]undecane-3-carboxylate C(C1=CC=CC=C1)N(CCCC1CCC2(CCN(CC2)C(=O)OC(C)(C)C)CC1)C